6-(2,6-difluoro-4-(7-hydroxy-2-(methyl-d3)-2H-indazol-4-yl)benzyl)-6,7-dihydro-5H-pyrrolo[3,4-b]pyridin-5-one-7,7-d2 FC1=C(CN2C(C3=NC=CC=C3C2=O)([2H])[2H])C(=CC(=C1)C=1C2=CN(N=C2C(=CC1)O)C([2H])([2H])[2H])F